N-(2,2-difluoroethyl)-5-fluoro-N-(isopropyl)-2-[6-(1-{[(1r,4r)-4-ethylsulfonylaminocyclohexyl]methyl}piperidin-4-yl)pyrrolo[1,2-a]pyrazin-8-yl]benzamide FC(CN(C(C1=C(C=CC(=C1)F)C=1C=C(N2C1C=NC=C2)C2CCN(CC2)CC2CCC(CC2)NS(=O)(=O)CC)=O)C(C)C)F